5-Methylpyridazin-4-amine CC=1C(=CN=NC1)N